COCC1=CC2=C(N=C(O2)C2(CCN(CC2)C2=C(C(N(C3=CC=CC=C23)C)=O)C#N)C)C=C1 4-{4-[6-(methoxymethyl)-1,3-benzoxazol-2-yl]-4-methylpiperidin-1-yl}-1-methyl-2-oxo-1,2-dihydroquinoline-3-carbonitrile